ClC1=C(C(=C(C=C1)C1(NC=CC=2C(=C(C=CC12)C)N)N)F)F 1-(4-chloro-2,3-difluorophenyl)-6-methylisoquinoline-1,5-diamine